β-L-mannpyranose O[C@@H]1[C@H](O)[C@H](O)[C@@H](O)[C@@H](O1)CO